NC=1C2=C(N=C(N1)NC=1C=C3CN(C(C3=CC1)=O)C1C(NC(CC1)=O)=O)SC=C2 3-[5-[(4-aminothieno[2,3-d]pyrimidin-2-yl)amino]-1-oxo-isoindolin-2-yl]piperidine-2,6-dione